2-fluoro-4-((3-(hydroxymethyl)-1-(o-toluenesulfonyl)azetidin-3-yl)methoxy)benzonitrile FC1=C(C#N)C=CC(=C1)OCC1(CN(C1)S(=O)(=O)C=1C(C)=CC=CC1)CO